O1C=NC2=C1C=CC(=C2)C(=O)O 1,3-benzoxazole-5-carboxylic acid